[(6R,12R)-6-benzyloxy-17-(tert-butoxycarbonylamino)-12-methyl-6,15-bis(trifluoromethyl)-13,19-dioxa-3,4,18-triazatricyclo[12.3.1.12,5]nonadeca-1(18),2,4,14,16-pentaen-8-yl] acetate C(C)(=O)OC1C[C@@](C2=NN=C(C=3C(=CC(=C(O[C@@H](CCC1)C)N3)C(F)(F)F)NC(=O)OC(C)(C)C)O2)(C(F)(F)F)OCC2=CC=CC=C2